FC1=C(C=CC(=C1)O)OB(O)O (2-fluoro-4-hydroxyphenyl)boric acid